(2-(2-((cis)-2,6-dimethylmorpholino)pyrimidin-4-yl)-1,6-naphthyridin-7-yl)methanamine C[C@@H]1O[C@@H](CN(C1)C1=NC=CC(=N1)C1=NC2=CC(=NC=C2C=C1)CN)C